C12CNCC(C1C=1C=C3C(N(C(C3=CC1)=O)C1C(NC(CC1)=O)=O)=O)C2 5-(3-azabicyclo[3.1.1]heptan-6-yl)-2-(2,6-dioxopiperidin-3-yl)isoindoline-1,3-dione